4-fluoro-2'-hydroxy-4'-methoxy-5'-(piperidin-1-yl)methyl-chalcone FC1=CC=C(C=C1)\C=C\C(=O)C1=C(C=C(C(=C1)CN1CCCCC1)OC)O